2-Chloro-N-((3S,4S)-1-(5-(7-ethoxy-1,6-naphthyridin-5-yl)pyridin-2-yl)-3-hydroxypiperidin-4-yl)benzamide ClC1=C(C(=O)N[C@@H]2[C@H](CN(CC2)C2=NC=C(C=C2)C2=C3C=CC=NC3=CC(=N2)OCC)O)C=CC=C1